2-(3-Hydroxy-3-methylbutyl)-6-(thiophene-3-yl)-2H-Indazole OC(CCN1N=C2C=C(C=CC2=C1)C1=CSC=C1)(C)C